(((((1-(4-hydroxybutyl)-1H-pyrazol-4-yl)methyl)azanediyl)bis(ethane-2,1-diyl))bis(azanetriyl))tetrakis(hexane-6,1-diyl) tetrakis(2-hexyldecanoate) C(CCCCC)C(C(=O)OCCCCCCN(CCN(CCN(CCCCCCOC(C(CCCCCCCC)CCCCCC)=O)CCCCCCOC(C(CCCCCCCC)CCCCCC)=O)CC=1C=NN(C1)CCCCO)CCCCCCOC(C(CCCCCCCC)CCCCCC)=O)CCCCCCCC